1,3,7-trimethyl-8-(pyridin-4-ylmethylsulfonyl)-1H-purine-2,6(3H,7H)-dione CN1C(N(C=2N=C(N(C2C1=O)C)S(=O)(=O)CC1=CC=NC=C1)C)=O